2,5-ditetradecyl-6-(thien-2-yl)pyrrolo[3,4-c]pyrrole-1,4-dione C(CCCCCCCCCCCCC)N1C(C2=C(N(C(C2=C1)=O)CCCCCCCCCCCCCC)C=1SC=CC1)=O